ClC1CCN2C(=CC(=C12)C(=O)NC1=CC(=C(C=C1)F)C#N)C(C(=O)NC1(COC1)C)=O chloro-N-(3-cyano-4-fluorophenyl)-5-(2-((3-methyloxetan-3-yl)amino)-2-oxoacetyl)-2,3-dihydro-1H-pyrrolizine-7-carboxamide